NC=1C=2N(C=C(N1)C(F)(F)F)C(=CN2)C=2C(=CC(=C(C2)S(=O)(=O)N2CC(CCC2)CO)F)C (1-((5-(8-Amino-6-(trifluoromethyl)imidazo[1,2-a]pyrazin-3-yl)-2-fluoro-4-methylphenyl)sulfonyl)piperidin-3-yl)methanol